ClC1=NC2=CC=C(C=C2N=C1N1CCNCC1)OC 2-chloro-6-methoxy-3-piperazin-1-yl-quinoxaline